N-((6-methoxy-1-(4-(trifluoromethyl)phenyl)-1,2,3,4-tetrahydro-1,5-naphthyridin-3-yl)methyl)acetamide COC=1N=C2CC(CN(C2=CC1)C1=CC=C(C=C1)C(F)(F)F)CNC(C)=O